ClC1=CC(=C(OCC2=NC=CC(=C2)OC2=C(C=C(C=C2)CC2=NC3=C(N2C[C@H]2OCC2)C=C(C=C3F)C(=O)O)F)C=C1)F 2-{[4-({2-[(4-chloro-2-fluorophenoxy)methyl]pyridin-4-yl}oxy)-3-fluorophenyl]methyl}-4-fluoro-1-{[(2S)-oxetan-2-yl]methyl}-1H-1,3-benzodiazole-6-carboxylic acid